α,α-difluorobutyrolactam FC1(C(=O)NCC1)F